CN1CCN(CC1)C=1C=C(C=CC1)CN1N=CC(=C1)C1=NC=2N3C(N(C(C2N1)=O)CCC)=NC=C3 2-[1-[[3-(4-methylpiperazin-1-yl)phenyl]methyl]pyrazol-4-yl]-5-propyl-3H-imidazo[2,1-b]purin-4-one